trimethoxy-[3-(oxiranylmethoxy)propyl]silane CO[Si](CCCOCC1OC1)(OC)OC